S1C(=NC2=C1C=CC=C2)NC2=C(C=C(N=N2)N(C=2SC(=C(N2)C(=O)O)C=C)C)C 2-({6-[(1,3-benzothiazol-2-yl)amino]-5-methylpyridazin-3-yl}(methyl)amino)-5-vinyl-1,3-thiazole-4-carboxylic acid